OC=1C=C(C=CC1O)/C=C/C(=O)NCCC1=CC=C(C=C1)OCC1OCCC1 (E)-3-(3,4-dihydroxyphenyl)-N-(4-((tetrahydrofuran-2-yl)methoxy)phenethyl)acrylamide